C(CCCCCCCCCCCC)OC(CCSCCC(=O)OCCCCCCCCCCCCC)=O di(tridecyl)-3,3'-thiodipropionate